O=C1NCC[C@H]1C(C(=O)O)CC ((S)-2-oxopyrrolidin-3-yl)butanoic acid